FC1=CC(=C(C=C1)C=1C=NC=2N(C1)C=C(N2)COC=2C=NC=CC2)C 6-(4-fluoro-2-methylphenyl)-2-(pyridin-3-yloxymethyl)imidazo[1,2-a]pyrimidine